CC1=CN=C(S1)NC(=O)C2=C(C3=CC=CC=C3N(C2=O)CCC(C)C)O The molecule is a member of the class of quinolones that is the amide obtained from formal condensation of the carboxy group of 4-hydroxy-1-isopentyl-2-oxo-1,2-dihydroquinoline-3-carboxylic acid with the amino group of 2-amino-3-methyl-1,3-thiazole. It is a member of 1,3-thiazoles, a monocarboxylic acid amide, a monohydroxyquinoline and a quinolone.